C(C)(C)(C)OC(=O)N[C@@H](C)C(=O)OC(CC1=CC=C(C=C1)Cl)(C)C 1-(4-chlorophenyl)-2-methylpropan-2-yl (tert-butoxycarbonyl)alaninate